C1OCC12CN(C2)CC2=CC(=C1CN(C(C1=C2)=O)C2=CC(=CC=C2)C2(COC2)[C@@H](C2=NN=CN2C)F)C(F)(F)F (S)-6-(2-oxa-6-azaspiro[3.3]heptan-6-ylmethyl)-2-(3-(3-(fluoro(4-methyl-4H-1,2,4-triazol-3-yl)methyl)oxetan-3-yl)phenyl)-4-(trifluoromethyl)isoindolin-1-one